(1,3-dioxan-2-yl)-1-phenylpropan-1-one O1C(OCCC1)C(C(=O)C1=CC=CC=C1)C